IC[C@@]1(OC2=C(C1)C=C(C(=C2)N2CCOCC2)NC(=O)C2=NC(=CC=C2)C(F)(F)F)C N-[(2R)-2-(iodomethyl)-2-methyl-6-morpholino-3H-benzofuran-5-yl]-6-(trifluoromethyl)pyridine-2-carboxamide